3,3''-bis(4,6-diphenyl-1,3,5-triazin-2-yl)-1,1':3',1''-terphenyl C1(=CC=CC=C1)C1=NC(=NC(=N1)C1=CC=CC=C1)C=1C=C(C=CC1)C1=CC(=CC=C1)C1=CC(=CC=C1)C1=NC(=NC(=N1)C1=CC=CC=C1)C1=CC=CC=C1